N1(CCNCCC1)C1=NC2=CC=CC=C2C(=N1)NC=1C=C2C=NNC2=CC1 2-(1,4-diazacycloheptan-1-yl)-N-(1H-indazol-5-yl)quinazolin-4-amine